1-(cyclobutylmethyl)pyrrolo[2,3-b]pyridine-5-carboxylic acid C1(CCC1)CN1C=CC=2C1=NC=C(C2)C(=O)O